ClC=1C(=NC=NC1)C=1C=NN(C1)C1=C(C=CC=C1F)F 5-chloro-4-(1-(2,6-difluorophenyl)-1H-pyrazol-4-yl)pyrimidine